C(C)(C)(C)C1=CC(=C(C=C1)C1(CCC(CC1)N)N)F 1-(4-(tert-butyl)-2-fluorophenyl)cyclohexane-1,4-diamine